C(C)(C)(C)OC(=O)NC(C(=O)O)C(=O)OCC 2-((tert-Butoxycarbonyl)amino)-3-ethoxy-3-oxopropanoic acid